1-(6-bromonaphthalen-1-yl)-1,3-diazinane-2,4-dione BrC=1C=C2C=CC=C(C2=CC1)N1C(NC(CC1)=O)=O